3-fluoro-5-((1s,3s)-3-methyl-1-(4-methyl-4H-1,2,4-triazol-3-yl)cyclobutyl)aniline FC=1C=C(N)C=C(C1)C1(CC(C1)C)C1=NN=CN1C